C(C)(C)(C)N1CCC(CC1)C1=C2C(=NC=C1)NC(=N2)C2CCN(CC2)C Tert-butyl-4-[2-(1-methyl-4-piperidyl)-3H-imidazo[4,5-b]pyridin-7-yl]piperidine